N-(tert-butyloxycarbonyl)-S-methylthio-L-cysteine methyl ester COC([C@@H](NC(=O)OC(C)(C)C)CSSC)=O